[4-(5-tert-butyl-1,3,4-oxadiazol-2-yl)-3-fluoro-5-hydroxy-phenyl]-[4-(5-methyloxazolo[4,5-b]pyridin-2-yl)piperazin-1-yl]methanone C(C)(C)(C)C1=NN=C(O1)C1=C(C=C(C=C1O)C(=O)N1CCN(CC1)C=1OC=2C(=NC(=CC2)C)N1)F